C(C1=CC=CC=C1)OC1=CC=C(C=2CC(C12)O)F 5-(benzyloxy)-2-fluorobicyclo[4.2.0]Octane-1(6),2,4-trien-7-ol